di-nitrocarboxylic acid [N+](=O)([O-])OC(=O)[N+](=O)[O-]